5-[2-(2,2-Dimethylpropyl)-5-(trifluoromethyl)imidazo[4,5-b]pyridin-3-yl]indolin CC(CC1=NC=2C(=NC(=CC2)C(F)(F)F)N1C=1C=C2CCNC2=CC1)(C)C